2,2-Dimethylazetidin CC1(NCC1)C